O1C=C(C=C1)C1=C(C=C2C=NN(C2=C1)CCC(C)(C)O)NC(=O)C=1N=C(SC1)C1=CC=NC=C1 N-(6-(furan-3-yl)-1-(3-hydroxy-3-methylbutyl)-1H-indazol-5-yl)-2-(pyridin-4-yl)thiazole-4-carboxamide